O1CC(C1)COC=1N=C2C(=CC=NC2=CC1)C1=CC=2C(NCCC2N1)=O 2-[6-(oxetan-3-ylmethoxy)-1,5-naphthyridin-4-yl]-1H,5H,6H,7H-pyrrolo[3,2-c]Pyridin-4-one